CS(=O)(=O)C1=CC=C(CN[C@@H](CO)C(=O)O)C=C1 (2S,3S)-4-methylsulfonylbenzylserine